COS(=O)(=O)[O-].C(C(=C)C)(=O)OCC[N+](C)(C)C 2-methacryloyloxyethyl-trimethylammonium methylsulfate